NC=1C2=C(N=CN1)N(C(=C2C2=CC(=C(C=C2)OC(=O)N2CC1(CC1)CC2)F)I)C 4-(4-Amino-6-iodo-7-methyl-7H-pyrrolo[2,3-d]pyrimidin-5-yl)-2-fluorophenyl-5-azaspiro[2.4]heptane-5-carboxylate